2-(2,2-dimethyl-2H-1,3-benzodioxol-5-yl)-5-methyl-N4-(2-oxo-2,3-dihydro-1,3-benzoxazol-5-yl)-2,4-pyrimidinediamine CC1(OC2=C(O1)C=CC(=C2)C2(NC=C(C(=N2)NC=2C=CC1=C(NC(O1)=O)C2)C)N)C